CO[Si](CCN1N=NN=C1CCCCCCCCCC1=NN=NN1CC[Si](OC)(OC)OC)(OC)OC 5,5'-nonamethylenebis{1-[2-(trimethoxysilyl)ethyl]-1,2,3,4-tetrazole}